C(=O)=C1C=NC=C1 3-carbonylpyrrole